1-(6-((6-((R)-3-(2-Ethoxyphenoxy)piperidin-1-yl)pyrazin-2-yl)amino)pyridin-2-yl)piperidin C(C)OC1=C(O[C@H]2CN(CCC2)C2=CN=CC(=N2)NC2=CC=CC(=N2)N2CCCCC2)C=CC=C1